CCC1=C(C=CC(=C1)CC2=CC(=C(C=C2)N(CC3CO3)CC4CO4)CC)N(CC5CO5)CC6CO6 N,N,N',N'-Tetraglycidyl-4,4'-diamino-3,3'-diethyldiphenylmethane